C12(CC(C1)C2)NC(=O)C=2C(N(C1=NC=CC=C1C2O)CC2=CC=C(C=C2)F)=O N-(bicyclo[1.1.1]pentan-1-yl)-1-(4-fluorobenzyl)-4-hydroxy-2-oxo-1,2-dihydro-1,8-naphthyridine-3-carboxamide